[Si](C)(C)(C(C)(C)C)O[C@H]1[C@@H]([C@@H](O[C@]1(C=C)CO[Si](C)(C)C(C)(C)C)N1C(NC(C(=C1)F)=O)=O)F 1-((2R,3S,4R,5R)-4-((tert-butyldimethylsilyl)oxy)-5-(((tert-butyldimethylsilyl)oxy)methyl)-3-fluoro-5-vinyltetrahydrofuran-2-yl)-5-fluoropyrimidine-2,4(1H,3H)-dione